BrC1=CC=2C(CC2C=C1)(F)F 3-bromo-8,8-difluorobicyclo[4.2.0]octa-1(6),2,4-triene